COC(C(C(=O)OC)C1=C(C(=O)O)C=CC(=C1)[N+](=O)[O-])=O 2-(1,3-dimethoxy-1,3-dioxopropan-2-yl)-4-nitrobenzoic acid